potassium 4-(5-chloropyridin-3-yl)-2-fluorobenzoate ClC=1C=C(C=NC1)C1=CC(=C(C(=O)[O-])C=C1)F.[K+]